ClC1=CC(=C(C=C1)/C(=C(/C=1C=C2C=NNC2=CC1)\C1=CC=C(OCCCCCC(=O)O)C=C1)/CC)F (E)-6-(4-(2-(4-chloro-2-fluorophenyl)-1-(1H-indazol-5-yl)but-1-enyl)phenoxy)-hexanoic acid